n-octadecane, chloride salt [Cl-].CCCCCCCCCCCCCCCCCC